[Si](C1=CC=CC=C1)(C1=CC=CC=C1)(C(C)(C)C)OCCCN 3-((tert-butyldiphenylsilyl)oxy)propane-1-amine